9H-pyrido[3,4-b]indole-7-carboxamide C1=NC=CC2=C1NC1=CC(=CC=C21)C(=O)N